3-fluoro-4H,5H,6H,7H-pyrazolo[1,5-a]pyridin-4-one FC=1C=NN2C1C(CCC2)=O